19-nor-17α-pregna-1,3,5(10)-trien-20-yne-3,17-diol C[C@]12CC[C@H]3[C@H]([C@@H]1CC[C@]2(C#C)O)CCC4=C3C=CC(=C4)O